potassium fluoroiodate I(=O)(=O)F.[K]